1-[4-(7,9-Difluoro-1,4,4-trimethyl-5H-[1,2,4]triazolo[4,3-a]quinoxalin-8-yl)-1H-indol-1-yl]-2-methoxy-ethanone FC=1C=C2NC(C=3N(C2=C(C1C1=C2C=CN(C2=CC=C1)C(COC)=O)F)C(=NN3)C)(C)C